C1(CC1)CN1N=CC(=C1)CC=1C=NN(C1)C(C)C 4-((1-(cyclopropylmethyl)-1H-pyrazol-4-yl)methyl)-1-isopropyl-1H-pyrazole